BrC1=CC=C2C(=NC(=NC2=C1F)F)N1C[C@@H](N(CC1)C(=O)OC(C)(C)C)CC#N tert-Butyl (S)-4-(7-bromo-2,8-difluoroquinazolin-4-yl)-2-(cyanomethyl)piperazine-1-carboxylate